BrC1=CC=C2C3(C(N(CC2=C1)C1CCN(CC1)C)=O)CC3 7'-bromo-2'-(1-methylpiperidin-4-yl)-1',2'-dihydro-3'H-spiro[cyclopropane-1,4'-isoquinolin]-3'-one